2-(2H-benzotriazol-2-yl)-4-(1,1,3,3-tetramethylbutyl)-6-(1-methyl-1-phenylethyl)phenol N=1N(N=C2C1C=CC=C2)C2=C(C(=CC(=C2)C(CC(C)(C)C)(C)C)C(C)(C2=CC=CC=C2)C)O